C1(CC1)C1=C(C(=NO1)C1=C(C=CC=C1Cl)Cl)CO[C@H]1[C@@H]2C(N([C@H](C1)C2)C2=CC=C(C=C2)C(=O)NCCS(=O)(=O)O)=O 2-({4-[(1S,4R,5R)-5-{[5-cyclopropyl-3-(2,6-dichlorophenyl)-1,2-oxazol-4-yl]methoxy}-3-oxo-2-azabicyclo[2.2.1]heptan-2-yl]phenyl}formamido)ethane-1-sulfonic acid